3-(3,4-Dihydroisoquinolin-2(1H)-yl)-6-(4-(4-fluorophenyl)-1-isopropyl-1H-imidazol-5-yl)quinoline C1N(CCC2=CC=CC=C12)C=1C=NC2=CC=C(C=C2C1)C1=C(N=CN1C(C)C)C1=CC=C(C=C1)F